sorbitol disuccinate C(CCC(=O)O)(=O)O.C(CCC(=O)O)(=O)O.OC[C@H](O)[C@@H](O)[C@H](O)[C@H](O)CO